CC1=CC(NC2=CC=C(C=C12)CC(=O)N1CCC(CC1)C[C@@H](C(=O)NC)NC(C1=NC=C(C=C1)C(F)(F)F)=O)=O (S)-N-(3-(1-(2-(4-methyl-2-oxo-1,2-dihydroquinolin-6-yl)acetyl)piperidin-4-yl)-1-(methylamino)-1-oxopropan-2-yl)-5-(trifluoromethyl)picolinamide